Methyl 6-chloro-2-((2,3-dichlorophenyl)thio)-5H-pyrrolo[2,3-b]pyrazine-7-carboxylate ClC1=C(C=2C(=NC=C(N2)SC2=C(C(=CC=C2)Cl)Cl)N1)C(=O)OC